C(C)OC(/C=C/[C@@H]1CN(CCO1)C(=O)OCCCC)=O butyl (R,E)-2-(3-ethoxy-3-oxoprop-1-en-1-yl)morpholine-4-carboxylate